[N+](=O)([O-])C=1C=CC(=NC1)N1CCCCC1 5-nitro-2-(1-piperidyl)pyridine